1,3-dimethyl-3-phenylbutylacetate CC(CC(C)(C1=CC=CC=C1)C)CC(=O)[O-]